FC1=CC=C(C=C1)C1=CC(=NC=C1)N1CCC(CC1)C(=O)NC1(CCN2CCC1CC2)C 1-(4-(4-fluorophenyl)pyridin-2-yl)-N-(4-methyl-1-azabicyclo[3.2.2]non-4-yl)piperidine-4-carboxamide